(R)-2-((2-(4-bromo-1-tosyl-1H-pyrrol-2-yl)ethyl)amino)propanoic acid tert-butyl ester C(C)(C)(C)OC([C@@H](C)NCCC=1N(C=C(C1)Br)S(=O)(=O)C1=CC=C(C)C=C1)=O